1'-(5-chloro-1H-indazol-7-yl)spiro[adamantan-2,3'-cyclobutane]-1'-ol ClC=1C=C2C=NNC2=C(C1)C1(CC2(C1)C1CC3CC(CC2C3)C1)O